C(CCCCCCC)(=O)[NH2+]CCCC N-octanoyl-N-butyl-ammonium